4-benzyl-(2-fluoro-6-(trifluoromethyl)phenyl)sulfane C(C1=CC=CC=C1)C1=CC(=C(C(=C1)C(F)(F)F)S)F